3-(2-(((1S,3S)-3-((4-(((t-butyloxycarbonyl)amino)methyl)cyclohexyl)amino)cyclopentyl)amino)-5-(trifluoromethyl)pyrimidin-4-yl)-7-(dimethylphosphoryl)-1H-indole-6-carboxylic acid C(C)(C)(C)OC(=O)NCC1CCC(CC1)N[C@@H]1C[C@H](CC1)NC1=NC=C(C(=N1)C1=CNC2=C(C(=CC=C12)C(=O)O)P(=O)(C)C)C(F)(F)F